C1(=CC(=CC=C1)N1CCN(CC1)C(=O)OC(C)(C)C)C tert-Butyl 4-(m-tolyl)piperazine-1-carboxylate